ethyl (S)-1-fluoro-6-isopropyl-10-methoxy-9-(3-methoxypropoxy)-2-oxo-6,7-dihydro-2H-pyrido[2,1-a]isoquinoline-3-carboxylate FC=1C(C(=CN2C1C1=CC(=C(C=C1C[C@H]2C(C)C)OCCCOC)OC)C(=O)OCC)=O